Methyl 2-[(2-chloro-5-nitropyridin-4-yl)oxy]acetate ClC1=NC=C(C(=C1)OCC(=O)OC)[N+](=O)[O-]